O.CC1=CC=C(C=C1)S(=O)(=O)O p-toluenesulfonic acid, hydrate